ClC1=CC(=C(C=C1)N(S(=O)(=O)C1=CC=C(C=C1)C)CC)[N+](=O)[O-] N-(4-chloro-2-nitrophenyl)-N-ethyl-4-methyl-benzenesulfonamide